6-(difluoromethyl)-3-[6-(1-tetrahydropyran-4-ylpyrazol-4-yl)pyrimidin-4-yl]imidazo[1,2-b]pyridazine FC(C=1C=CC=2N(N1)C(=CN2)C2=NC=NC(=C2)C=2C=NN(C2)C2CCOCC2)F